4-((3-chlorobenzyl)amino)-N-((2-chloropyridin-4-yl)methyl)-6-(3,5-dimethylisoxazol-4-yl)quinazoline-2-carboxamide ClC=1C=C(CNC2=NC(=NC3=CC=C(C=C23)C=2C(=NOC2C)C)C(=O)NCC2=CC(=NC=C2)Cl)C=CC1